Isovaleryl-L-carnitine-d9 C(CC(C)C)(=O)C[N+](C([C@](O)(CC([O-])=O)[2H])([2H])[2H])(C([2H])([2H])[2H])C([2H])([2H])[2H]